[N+]12(CCN(CC1)CC2)C2=NC(=C(C1=CC=C(C=C21)OCC2=CC=CC=C2)C2=CC(=C(C=C2)F)C)C(C)C 1-(4-aza-1-azoniabicyclo[2.2.2]octan-1-yl)-7-benzyloxy-4-(4-fluoro-3-methyl-phenyl)-3-isopropyl-isoquinoline